C(C)(C)(C)OC(=O)N([C@H](C(=O)N[C@@H](C(=O)OC)CCC1=NC(=NO1)C1=CC=CC=C1)CC(C)C)C Methyl (R)-2-((S)-2-((tert-butoxycarbonyl)(methyl)amino)-4-methylpentanamido)-4-(3-phenyl-1,2,4-oxadiazol-5-yl)butanoate